silicon-aluminum salt [Al].[Si]